(E)-3-((phenylamino)methylene)quinoline-2,4(1H,3H)-dione C1(=CC=CC=C1)N\C=C/1\C(NC2=CC=CC=C2C1=O)=O